CN1C(=NC2=C1C=CC=C2)C2CN(C2)C(=O)OCC2=CC=CC=C2 benzyl 3-(1-methyl-1H-benzo[d]imidazol-2-yl)azetidine-1-carboxylate